Br\C(=C(\C(=O)OC)/NC(=O)OC(C)(C)C)\C1=C(C2=CC=CC=C2C=C1)[N+](=O)[O-] Methyl (Z)-3-bromo-2-[(2-methylpropan-2-yl)oxycarbonylamino]-3-(1-nitronaphthalen-2-yl)prop-2-enoate